ethyl 12-oxo-2,3-dihydro-12H-[1,4]dioxino[2,3-g]pyrido[2,1-b]quinazoline-7-carboxylate O=C1N2C(=NC=3C=C4C(=CC13)OCCO4)C(=CC=C2)C(=O)OCC